3,1-diphenyl-propane C1(=CC=CC=C1)CCCC1=CC=CC=C1